C(C)(CC)N[Si](C(F)(F)F)(NC(C)CC)NC(C)CC tris-sec-butylamino-trifluoromethyl-silane